tert-butyl((trans-4-(5-methoxy-1-(triisopropylsilyl)-1H-pyrrolo[2,3-b]pyridine-4-carbonyl)cyclohexyl)methyl)sulfonyl(methyl)carbamate C(C)(C)(C)OC(N(C)S(=O)(=O)C[C@@H]1CC[C@H](CC1)C(=O)C=1C2=C(N=CC1OC)N(C=C2)[Si](C(C)C)(C(C)C)C(C)C)=O